N-(2-methyl-4-((2-(N-methylmethylsulfonamido)phenyl)amino)-3-oxo-2,3-dihydro-1H-pyrazolo[3,4-b]pyridin-6-yl)cyclopropanecarboxamide CN1NC2=NC(=CC(=C2C1=O)NC1=C(C=CC=C1)N(S(=O)(=O)C)C)NC(=O)C1CC1